(1S,2S)-N-(5-(1-(6-cyclopropyl-8-(3-methyl-2,4-dioxoimidazolidin-1-yl)imidazo[1,2-a]pyridin-2-yl)ethoxy)pyridazin-3-yl)-2-(4-methylpyrimidin-2-yl)cyclopropane-1-carboxamide C1(CC1)C=1C=C(C=2N(C1)C=C(N2)C(C)OC=2C=C(N=NC2)NC(=O)[C@@H]2[C@H](C2)C2=NC=CC(=N2)C)N2C(N(C(C2)=O)C)=O